C(C)(C)(C)[S@](=O)NC(CC1CCC1)C1=CC=2N(N=C1)C=C(N2)[C@H](C2CCC(CC2)(F)F)NC(OC(C)(C)C)=O tert-butyl ((1S)-(7-(1-(((S)-tert-butylsulfinyl)amino)-2-cyclobutylethyl)imidazo[1,2-b]pyridazin-2-yl)(4,4-difluorocyclohexyl)methyl)carbamate